4-bromo-2-[(6-{[(cyclobutylmethyl)amino]methyl}imidazo[1,2-a]pyridin-2-yl)methyl]-1,2-dihydro-2,7-naphthyridin-1-one BrC1=CN(C(C2=CN=CC=C12)=O)CC=1N=C2N(C=C(C=C2)CNCC2CCC2)C1